C(C=C)(=O)OCCCCCCCCCCC[Si](OC)(C)C acryloyloxyundecyldimethyl-monomethoxysilane